N1C=C(C2=CC=CC=C12)C1=C2C(C(N(C2=CC(=C1)C(=O)N)CC1CN(C1)C1=CC=CC=C1)=O)(C)C (1H-indol-3-yl)-3,3-dimethyl-2-oxo-1-((1-phenylazetidin-3-yl)methyl)indoline-6-carboxamide